iso-propyl-iso-butyldimethoxysilane C(C)(C)[Si](OC)(OC)CC(C)C